2-(2-(benzo[d]oxazol-2-ylamino)-6-(2-hydroxypropan-2-yl)benzo[d]oxazol-5-yl)-N-(2-(2-hydroxyethoxy)ethyl)acetamide O1C(=NC2=C1C=CC=C2)NC=2OC1=C(N2)C=C(C(=C1)C(C)(C)O)CC(=O)NCCOCCO